N-phenyl-4-(4-quinolyl)-1H-pyrazole C1(=CC=CC=C1)N1N=CC(=C1)C1=CC=NC2=CC=CC=C12